6-(2-Methyl-2H-indazol-5-yl)-2-(1-methylpiperidin-4-yl)-1,3-benzothiazol CN1N=C2C=CC(=CC2=C1)C1=CC2=C(N=C(S2)C2CCN(CC2)C)C=C1